dimethylbutylidenepropylamine CC(CC)(N=CCCC)C